COC(=O)C=1C=CC2=C(CCO2)C1O 4-hydroxy-2,3-dihydro-1-benzofuran-5-carboxylic acid methyl ester